FC(C(=O)NCCN)(F)F N-trifluoroacetyl-1,2-ethylenediamine